C1(CCCCC1)[C@@](C(=O)O)(O)C1=CC=CC=C1 |r| racemic-cyclohexyl-phenyl-glycolic acid